ClC=1C=C(C=C(C1)NS(=O)(=O)C)NC(=O)C=1SC(=C(C1)C1=NC=C(C=C1OCC1=CC(=CC(=C1)F)OC(F)F)C#N)C N-(3-chloro-5-(methylsulfonamido)phenyl)-4-(5-cyano-3-((3-(difluoromethoxy)-5-fluorobenzyl)oxy)pyridin-2-yl)-5-methylthiophene-2-carboxamide